6-chloro-2-methyl-2H-pyrazolo[3,4-b]pyridine-4-carbaldehyde ClC=1C=C(C=2C(N1)=NN(C2)C)C=O